BrC1=NC=C(C(=O)OC(C)(C)C)C=C1 tert-Butyl 6-bromonicotinate